(3S,5S)-5-{2-[(3-sulfamoylphenyl)amino]pyrimidin-5-yl}oxolan-3-yl N-[(2S)-butan-2-yl]carbamate C[C@@H](CC)NC(O[C@@H]1CO[C@@H](C1)C=1C=NC(=NC1)NC1=CC(=CC=C1)S(N)(=O)=O)=O